CC(C#CO)(C)C dimethylbutynol